C(N)(=O)C1=C(N(C2=CC(=CC=C12)C#N)CC1=CC=CC2=CC=CC=C12)C(=O)NC1CCC(CC1)NC(OC(C)(C)C)=O tert-butyl ((1r,4r)-4-(3-carbamoyl-6-cyano-1-(naphthalen-1-ylmethyl)-1H-indole-2-carboxamido) cyclohexyl)carbamate